S1C=C(C=C1)C1=CC=CC(=N1)/C=C/C(=O)C1=CC(=C(C(=C1)OC)OC)OC (E)-3-(6-(thiophen-3-yl)pyridin-2-yl)-1-(3,4,5-trimethoxyphenyl)prop-2-en-1-one